1,6-dibromodibenzo[b,d]furan BrC1=CC=CC=2OC3=C(C21)C=CC=C3Br